ClC=1C(=NC=CC1C1=NC=C2N1C=CN=C2N2CCC1(CC2)C(C2=CC=C(C=C2C1)F)N)C 1'-(3-(3-chloro-2-methylpyridin-4-yl)imidazo[1,5-a]pyrazin-8-yl)-5-fluoro-1,3-dihydrospiro[indene-2,4'-piperidine]-1-amine